P1(=O)(OC2=C(C=C(C=C2C(C)(C)C)C(C)(C)C)CC2=C(C(=CC(=C2)C(C)(C)C)C(C)(C)C)O1)[O-] 2,2'-methylenebis(4,6-di-t-butylphenyl) phosphate